ClC1=NSC(=N1)N[C@@H]1[C@H]([C@H]([C@H](O[C@@H]1OC)CO)O)O (2R,3R,4R,5R,6S)-5-((3-chloro-1,2,4-thiadiazol-5-yl)amino)-2-(hydroxymethyl)-6-methoxytetrahydro-2H-pyran-3,4-diol